methyl 2-hydroxy-3-nitrobenzoate OC1=C(C(=O)OC)C=CC=C1[N+](=O)[O-]